potassium (((((2-hydroxyethyl)azanediyl)bis(methylene))bis(4,1-phenylene))bis(ethane-2,1-diyl))bis(phosphonate) OCCN(CC1=CC=C(C=C1)CCP([O-])([O-])=O)CC1=CC=C(C=C1)CCP([O-])([O-])=O.[K+].[K+].[K+].[K+]